(1-hydroxy-2-methylpropan-2-yl)thiophene-2-carboxamide OCC(C)(C)C1=C(SC=C1)C(=O)N